1,2,3,4,4a,5,6,7,8,9,10,10a-DODECAHYDROBENZO[g]QUINOLIN-6-OL N1CCCC2CC3=C(CC12)CCCC3O